OCC[Se][Se]CCO bis-(2-hydroxyethyl) diselenide